(S)-(2,3,6,7-Tetrahydro-1H-azepin-2-yl)methanol N1[C@@H](CC=CCC1)CO